1-(2-cyanoethyl)-2-n-undecylimidazoleTrimellitate C(#N)CCN1C(NC=C1)(C=1C=C(C=C(C1C(=O)[O-])C(=O)[O-])C(=O)[O-])CCCCCCCCCCC